CC1(OC=C(O1)[C@H]1[C@@H]([C@@H]2[C@@H](OC(O2)(C)C)O1)N1N=CC(=C1)I)C 1-((3aR,5R,6S,6aR)-5-((R)-2,2-dimethyl-1,3-dioxol-4-yl)-2,2-dimethyltetrahydrofurano[2,3-d][1,3]dioxol-6-yl)-4-iodo-1H-pyrazole